C(CC(=O)O)(=O)O (-)-malonic acid